C(C)(C)(C)OC(=O)NCCC(CCOS(=O)(=O)C1=CC=C(C=C1)C)C 5-((tert-butoxycarbonyl)amino)-3-methylpentyl-4-methylbenzenesulfonate